CC1=NNC(=C1CCCOC=1C=C(C(=O)OC2CN(CC2)C)C=CC1F)C 1-methylpyrrolidin-3-yl 3-(3-(3,5-dimethyl-1H-pyrazol-4-yl)propoxy)-4-fluorobenzoate